COC1=C(C=C2C(=NC=NC2=C1)C1=CC=C(C=C1)NC(CC1=CC=C(C=C1)C(F)(F)F)=O)OCCCN1[C@@H]2CN([C@H](C1)C2)C N-(4-(7-methoxy-6-(3-((1S,4S)-5-methyl-2,5-diazabicyclo[2.2.1]heptane-2-yl)propoxy)quinazolin-4-yl)phenyl)-2-(4-(trifluoromethyl)phenyl)acetamide